C=1N=CN2C1C1=CC=CC=C1[C@@H]2[C@@H]2[C@@H](C=1C=NN(C1CC2)C)O (4S,5R)-5-((S)-5H-Imidazo[5,1-a]isoindol-5-yl)-1-methyl-4,5,6,7-tetrahydro-1H-indazol-4-ol